2-cyclopropoxy-4-fluorobenzoic acid C1(CC1)OC1=C(C(=O)O)C=CC(=C1)F